7-(2,5-dimethyl-1H-pyrrol-1-yl)-5-methyl-3,4-Dihydroisoquinolin-1(2H)-one CC=1N(C(=CC1)C)C1=CC(=C2CCNC(C2=C1)=O)C